diphenyl-methoxypropoxysilane dimethyl-(Z)-3-aminopent-2-enedicarboxylate COC(=O)C(\C=C(\CC)/N)C(=O)OC.C1(=CC=CC=C1)[SiH](OCCCOC)C1=CC=CC=C1